The molecule is a monocarboxylic acid anion that is the conjugate base of 4-carboxymethyl-3-methylbut-2-en-1,4-olide; major species at pH 7.3. It is a conjugate base of a 4-carboxymethyl-3-methylbut-2-en-1,4-olide. CC1=CC(=O)OC1CC(=O)[O-]